((benzyloxy)methyl)-[1,1'-biphenyl]-2,6-diol C(C1=CC=CC=C1)OCC1=C(C(=C(C=C1)O)C1=CC=CC=C1)O